CC1(N(CCNC1)CC1CCN(CC1)C=1C(=C2CN(C(C2=CC1)=O)C1C(NC(CC1)=O)=O)F)C 3-[5-[4-[(2,2-dimethylpiperazin-1-yl)methyl]-1-piperidinyl]-4-fluoro-1-oxo-isoindolin-2-yl]piperidine-2,6-dione